FC1=CC2=CNC=C2C=C1 5-fluoroisoindol